C(C)(C)(C)OC(NC1=C(C=C(C=C1)C=1C=2N(C=C(C1)Br)N=CC2C#N)O)=O (4-(6-bromo-3-cyanopyrazolo[1,5-a]pyridin-4-yl)-2-hydroxyphenyl)carbamic acid tert-butyl ester